FC1=CC2=C(N(C(CO2)=O)CC#C)C=C1N1C(C=2CCCCC2C1=O)=O 2-(7-fluoro-3-oxo-4-prop-2-ynyl-1,4-benzoxazin-6-yl)-4,5,6,7-tetrahydroisoindole-1,3-dion